NC=1C2=C(N=CN1)N(C=C2C2=CC=C(C=C2)OC2=CC=CC=C2)C2CCN(CC2)C2CC(NCC2)C(=O)OC methyl 4-(4-amino-5-(4-phenoxyphenyl)-7H-pyrrolo[2,3-d]pyrimidin-7-yl)-[1,4'-bipiperidine]-2'-carboxylate